C1(=C(C(=CC(=C1)C)C)P(C1=CC=CC=C1)=O)C (R)-Mesityl(phenyl)phosphine oxide